Cl.ClC1=NC(=CC(=C1)CN[C@@H](C)C(=O)O)Cl (2,6-dichloropyridin-4-yl)methyl-L-alaninate hydrochloride